ClC=1C(=CC(=NC1)N1C[C@H](OCC1)C)N (R)-5-chloro-2-(2-methylmorpholino)pyridin-4-amine